NC1=C(C(=CC2=C1N=C(S2)C(C(CC(=O)O)C)=O)OC)O 4-(4-amino-5-hydroxy-6-methoxybenzo[d]thiazol-2-yl)-3-methyl-4-oxobutanoic acid